N[C@H](C(=O)N(C)[C@H](C(=O)OC(C)(C)C)C)C tert-butyl (2S)-2-[(2S)-2-amino-N-methylpropanamido]propanoate